1-(p-Tolylsulfinyl)adamantane C1(=CC=C(C=C1)S(=O)C12CC3CC(CC(C1)C3)C2)C